F[B-](F)(F)F.C=1(C(=CC=C2C=CC=CC12)[N+]#N)C=1C(=CC=C2C=CC=CC12)[N+]#N.F[B-](F)(F)F (S)-[1,1'-binaphthalene]-2,2'-bisdiazonium tetrafluoroborate